1-(4-Chlorophenyl)-2,2,2-trifluoro-1-ethanone-O-(1,3-dioxolan-2-ylmethyl)oxime O1C(OCC1)CON=C(C(F)(F)F)C1=CC=C(C=C1)Cl